1-(4-fluorophenyl-6-((6-(trifluoromethyl)pyridin-3-yl)sulfonyl)-4,4a,5,6,7,8-hexahydro-1H-pyrazolo[3,4-g]isoquinolin-4a-yl)(pyridin-2-yl)methanone FC1=CC=C(C=C1)N1N=CC2=C1C=C1CCN(CC1(C2)C(=O)C2=NC=CC=C2)S(=O)(=O)C=2C=NC(=CC2)C(F)(F)F